(S)-2-(1-amino-1,3-dihydro-spiro[inden-2,4'-piperidin]-1'-yl)-5-(3-(4-fluoro-2,3-dihydroxyphenyl)prop-1-yn-1-yl)-3-methylpyridin-4(3H)-one NC1C2=CC=CC=C2CC12CCN(CC2)C2=NC=C(C([C@H]2C)=O)C#CCC2=C(C(=C(C=C2)F)O)O